N3-methyl-N'-cyanoguanidine CN(C(N)=N)C#N